C1=C(C=CC2=CC=CC=C12)C1=CC=CC=2C3=CC=CC(=C3CC12)C1=CC2=CC=CC=C2C=C1 1,8-di(2-naphthyl)fluorene